triethoxy[3-[(3-ethyl-3-oxetanyl)methoxy]propyl]silane C(C)O[Si](CCCOCC1(COC1)CC)(OCC)OCC